ethyl 2-[(4R)-4-(tert-butoxycarbonylamino)-5-[(2S,4R)-2-[(4-ethynylphenyl)methylcarbamoyl]-4-hydroxy-pyrrolidin-1-yl]-3,3-dimethyl-5-oxo-pentoxy]acetate C(C)(C)(C)OC(=O)N[C@H](C(CCOCC(=O)OCC)(C)C)C(=O)N1[C@@H](C[C@H](C1)O)C(NCC1=CC=C(C=C1)C#C)=O